BrC1=CC=C(C=C1)C=1N=C(SC1)NC(C1=C(C=C(C=C1)F)NC(C(C1=CC=CC=C1)(F)F)=O)=O N-(4-(4-Bromophenyl)thiazol-2-yl)-2-(2,2-difluoro-2-phenylacetamido)-4-fluorobenzamide